(S)-3-(5-(4-((1-(4-((3R,4S)-3-(bicyclo[4.2.0]octa-1(6),2,4-trien-3-yl)-7-hydroxyisochroman-4-yl)phenyl)piperidin-4-yl)methyl)piperazin-1-yl)-1-oxoisoindolin-2-yl)piperidine-2,6-dione C1=2C=C(C=CC2CC1)[C@@H]1OCC2=CC(=CC=C2[C@@H]1C1=CC=C(C=C1)N1CCC(CC1)CN1CCN(CC1)C=1C=C2CN(C(C2=CC1)=O)[C@@H]1C(NC(CC1)=O)=O)O